O1CC=NC2=C1C(=CC=C2)C(=O)N 2H-1,4-benzoxazine-8-carboxamide